FC(C=1C(=C(C=CC1)[C@@H](C)NC1=CC(=NC2=CC=C(C=C12)C=1CC=NCC1)C)F)F (R)-4-(4-((1-(3-(difluoromethyl)-2-fluorophenyl)ethyl)amino)-2-methylquinolin-6-yl)-3,6-dihydropyridin